6-[3-[(cis)-2-(trifluoromethyl)cyclopropoxy]pyrazol-1-yl]-2-[(4S)-2,2,4-trimethylpyrrolidin-1-yl]pyridine-3-carboxamide FC([C@@H]1[C@@H](C1)OC1=NN(C=C1)C1=CC=C(C(=N1)N1C(C[C@@H](C1)C)(C)C)C(=O)N)(F)F